C1(CC1)C(=O)C=1C=NC(=CC1Cl)Cl cyclopropyl(4,6-dichloropyridin-3-yl)methanone